C(C)(C)C1=CC=CC2=CC=CC=C12 1-Isopropylnaphthalin